FC(C=1C=C(C=NC1)S(=O)(=O)N1CC2(C1)CN(C2)C(=O)N2CC1(C2)NC(OC1)=O)(F)F 2-[2-[[5-(trifluoromethyl)-3-pyridinyl]sulfonyl]-2,6-diazaspiro[3.3]heptane-6-carbonyl]-7-oxa-2,5-diazaspiro[3.4]octan-6-one